FC1=C(NC2=C(C=3C(C4=CC=CC=C4C(C3C(=C2NC2=C(C(=CC(=C2F)F)F)F)F)=O)=O)F)C(=C(C=C1F)F)F (3s)-2,3-bis(2,3,5,6-tetrafluoroanilino)-1,4-difluoroanthraquinone